6-{3-[(2,2-difluoroethyl)(methyl)amino]propoxy}-N-ethyl-7-methoxy-1H,2H,3H-cyclopenta[b]quinolin-9-amine FC(CN(CCCOC=1C(=CC=2C(=C3C(=NC2C1)CCC3)NCC)OC)C)F